4-benzyl 3-(tert-butyl) (4S,5R)-5-methyl-1,2,3-oxathiazolidine-3,4-dicarboxylate 2,2-dioxide C[C@@H]1[C@H](N(S(O1)(=O)=O)C(=O)OC(C)(C)C)C(=O)OCC1=CC=CC=C1